FC=1C(=CC(=C2NC(C=3N(C12)C(=NN3)C)(C)C)C(F)(F)F)C3=C1C=CN(C1=CC=C3)S(=O)(=O)C 9-Fluoro-1,4,4-trimethyl-8-(1-methylsulfonyl-1H-indol-4-yl)-6-(trifluoromethyl)-5H-[1,2,4]triazolo[4,3-a]quinoxaline